FC1=C2C=C(NC2=C(C=C1)F)C(=O)N1C2CC(C(C1C(=O)NC(CC1C(NCC1)=O)C=C(S(=O)(=O)C)F)CC2)(F)F 2-(4,7-difluoro-1H-indole-2-carbonyl)-5,5-difluoro-N-(4-fluoro-4-(methylsulfonyl)-1-(2-oxopyrrolidin-3-yl)but-3-en-2-yl)-2-azabicyclo[2.2.2]octane-3-carboxamide